2-((5-bromo-1,3-dimethyl-2-oxo-1,2-dihydroquinolin-7-yl)oxy)acetate BrC1=C2C=C(C(N(C2=CC(=C1)OCC(=O)[O-])C)=O)C